OC=1C=C(C=2N(C1)N=CC2C#N)C=2C=NC(=CC2)N2CC1N(C(C2)C1)CC1=CC=C(C=C1)SC 6-hydroxy-4-(6-(6-(4-(methylthio)benzyl)-3,6-diazabicyclo[3.1.1]heptan-3-yl)pyridin-3-yl)pyrazolo[1,5-a]pyridin-3-carbonitrile